(3-nitrophenyl)-2-(4-phenoxyphenyl)-1H-imidazo[1,2-b]Pyrazole-3-carboxamide [N+](=O)([O-])C=1C=C(C=CC1)N1C(=C(N2N=CC=C21)C(=O)N)C2=CC=C(C=C2)OC2=CC=CC=C2